N4-(2-Chloro-7-methoxyacridin-9-yl)-N1,N1-diethylpentane-1,4-diamine hydrochloride Cl.ClC1=CC2=C(C3=CC(=CC=C3N=C2C=C1)OC)NC(CCCN(CC)CC)C